ClC=1C=C(C=C(C1OC=1C=C2C(=CC=NC2=CC1)C1CC1)Cl)N1N=C(C(NC1=O)=O)C#N (3,5-dichloro-4-((4-cyclopropylquinolin-6-yl)oxy)phenyl)-3,5-dioxo-2,3,4,5-tetrahydro-1,2,4-triazine-6-carbonitrile